Cl.C1(=CC(=CC(=C1)CNCCCNCCCN)CNCCCNCCCN)C1=CC(=CC=C1)CNCCCNCCCN N1,N1',N1''-([1,1'-biphenyl]-3,3',5-triyltris(methylene))tris(N3-(3-aminopropyl)propane-1,3-diamine), hydrochloride salt